(R or S)-N-(2-cyclopropyl-5-(N-(2,4-dimethoxybenzyl)-N-methylsulfamoyl)pyridin-4-yl)-3-(3-fluoro-4-methylphenyl)-3-(1,2,4-thiadiazol-5-yl)pyrrolidine-1-carboxamide C1(CC1)C1=NC=C(C(=C1)NC(=O)N1C[C@](CC1)(C1=NC=NS1)C1=CC(=C(C=C1)C)F)S(N(C)CC1=C(C=C(C=C1)OC)OC)(=O)=O |o1:14|